N6-(2-hydroxyethyl)-lysine OCCNCCCC[C@H](N)C(=O)O